C(C1=CC=CC=C1)O[C@@H]1CC(OC1)=O (R)-4-(benzyloxy)dihydrofuran-2(3H)-one